N-(cyclobutylmethyl)-2-(4-(5-(3,5-dichlorophenyl)-5-(trifluoromethyl)-4,5-dihydroisoxazol-3-yl)-2-methylbenzamido)-4,5,6,7-tetrahydrobenzo[b]thiophene-3-carboxamide C1(CCC1)CNC(=O)C=1C2=C(SC1NC(C1=C(C=C(C=C1)C1=NOC(C1)(C(F)(F)F)C1=CC(=CC(=C1)Cl)Cl)C)=O)CCCC2